N-{(4aR,6R)-2-[6-ethoxy-4-(2,4,6-trifluorophenyl)-1,2-benzoxazol-3-yl]-5,5-difluoro-1-oxooctahydropyrrolo[1,2-c]pyrimidin-6-yl}methanesulfonamide C(C)OC1=CC2=C(C(=NO2)N2C(N3[C@H](CC2)C([C@@H](C3)NS(=O)(=O)C)(F)F)=O)C(=C1)C1=C(C=C(C=C1F)F)F